7-((2H-pyrazolo[3,4-c]pyridin-2-yl)methyl)-7-methyl-1-oxa-3-azaspiro[4.5]decan-2-one N=1N(C=C2C1C=NC=C2)CC2(CC1(CNC(O1)=O)CCC2)C